ClCCN1[C@@H]([C@H]([C@@H]([C@H](C1)O)O)O)C (2R,3R,4R,5S)-1-(2-Chloroethyl)-2-methylpiperidine-3,4,5-triol